3-(2-acryloyl-2,6-diazaspiro[3.4]octan-6-yl)-2-(3-(dimethylamino)propoxy)-5-(5-methyl-1H-indazol-4-yl)isonicotinonitrile C(C=C)(=O)N1CC2(C1)CN(CC2)C2=C(C#N)C(=CN=C2OCCCN(C)C)C2=C1C=NNC1=CC=C2C